5-(2,3-dihydrobenzo[1,4]dioxin-6-yl)-3-(4-(methylthio)phenyl)-N-phenyl-4,5-dihydro-1h-pyrazole-1-thioamide O1CCOC2=C1C=CC(=C2)C2CC(=NN2C(NC2=CC=CC=C2)=S)C2=CC=C(C=C2)SC